8-Bromo-1-(3-fluoro-4-methylbenzyl)-3,4-dihydro-1H-benzo[b]azepine BrC=1C=CC2=C(N(CCCC2)CC2=CC(=C(C=C2)C)F)C1